FC(C)(F)C1=NC(=CC(=N1)NC1=CC(=NC=C1C=1N=NC(=CC1)OC)NC(C)=O)C N-(4-((2-(1,1-difluoroethyl)-6-methylpyrimidin-4-yl)amino)-5-(6-methoxypyridazin-3-yl)pyridin-2-yl)acetamide